FC1=CC=CC=2C(=N[C@@H](C(NC21)=O)NC(=O)C=2C(=NN1C2O[C@@H](CC1)C)C=1C(=NC(=CC1)NC(C)C)F)C1=CC=CC=C1 (5R)-N-[(3S)-9-fluoro-2-oxo-5-phenyl-1,3-dihydro-1,4-benzodiazepine-3-yl]-2-[2-fluoro-6-(prop-2-ylamino)pyridin-3-yl]-5-methyl-6,7-dihydro-5H-pyrazolo[5,1-b][1,3]Oxazine-3-carboxamide